6-fluoro-2-(3-morpholin-4-yl-propyl)-3-oxo-2,3-dihydro-1H-isoindole-4-carbonitrile FC=1C=C(C=2C(N(CC2C1)CCCN1CCOCC1)=O)C#N